(S)-4,4-difluoro-2-(4-(5-(trifluoromethyl)-1H-pyrazol-4-yl)indoline-1-carbonyl)pyrrolidine-1-carbonitrile FC1(C[C@H](N(C1)C#N)C(=O)N1CCC2=C(C=CC=C12)C=1C=NNC1C(F)(F)F)F